methyl 5-cyclopentyl-1,2,3,4-tetrahydroquinoline-8-carboxylate C1(CCCC1)C1=C2CCCNC2=C(C=C1)C(=O)OC